2-((5-Methyl-3-(6-methylpyridin-3-yl)isoxazol-4-yl)methyl)-5-(6-methyl-2,6-diazaspiro[3.3]heptan-2-yl)pyridazin-3(2H)-one CC1=C(C(=NO1)C=1C=NC(=CC1)C)CN1N=CC(=CC1=O)N1CC2(C1)CN(C2)C